COC([C@@H](NC(=O)OC(C)(C)C)CCO[Si](C)(C)C(C)(C)C)=O (tert-Butoxycarbonyl)-O-(tert-butyldimethylsilyl)-L-homoserine methyl ester